NC1=CC=C(C=C1)C1=NN(C(=C1C(N)=O)NC1=CC(=NC=C1)OCCCCC(=O)OC(C)(C)C)C(C)(C)C tert-butyl 5-[(4-{[3-(4-aminophenyl)-1-tert-butyl-4-carbamoyl-1H-pyrazol-5-yl]amino}pyridin-2-yl)oxy]pentanoate